dimethoxydivinyl-silane CO[Si](C=C)(C=C)OC